N-(2-Aminoethyl)-3-aminopropyltri-methoxysilan NCCNCCC[Si](OC)(OC)OC